C(C)C=1N=C(N(C1S(=O)(=O)CC)C)C1=CC=C(C=C1)C1(CC1)C#N ethyl-2-[4-(1-cyanocyclopropyl)phenyl]-5-ethylsulfonyl-1-methyl-imidazole